FC(C(=O)O)(F)F.C(#N)C=1C(=NC=C(C1C1=CC(=C(C=C1)C#N)F)C1=C(C=C(C(=C1)O)OC)O)N1CCC(CC1)NCC1=CC=C(C=C1)/C=C/C(=O)NO (E)-3-(4-(((1-(3-Cyano-4-(4-cyano-3-fluorophenyl)-5-(2,5-dihydroxy-4-methoxyphenyl)pyridin-2-yl)piperidin-4-yl)amino)methyl)phenyl)-N-hydroxyacrylamide trifluoroacetate